(3-amino-6-(cyclopropylsulfonyl)-4,5,6,7-tetrahydropyrazolo[3,4-c]pyridin-1-yl)(6-fluoro-1,2,3,4-tetrahydroquinolin-4-yl)methanone NC1=NN(C=2CN(CCC21)S(=O)(=O)C2CC2)C(=O)C2CCNC1=CC=C(C=C21)F